METHYLTHIOPROPIONALDEHYDE CC(C=S)C